(R)-8-(3-chlorophenoxy)-N-((1R,5s,8s)-3-(6-methylpyrimidin-4-yl)-3-azabicyclo[3.2.1]oct-8-yl)-5,6,7,8-tetrahydro-[1,2,4]triazolo[1,5-a]pyridin-2-amine ClC=1C=C(O[C@H]2C=3N(CCC2)N=C(N3)NC3[C@H]2CN(C[C@@H]3CC2)C2=NC=NC(=C2)C)C=CC1